C(C1=CC=CC=C1)OC1=C(C(=CC(=C1)Br)F)N1CC(NS1(=O)=O)=O 5-[2-(benzyloxy)-4-bromo-6-fluorophenyl]-1,2,5-thiadiazolidin-3-one 1,1-dioxide